2-methyl-N4-(6-{8-methyl-1H,2H,3H-pyrido[2,3-b][1,4]oxazin-7-yl}-5,6,7,8-tetrahydro-2,6-naphthyridin-3-yl)-N1-[2-(morpholin-4-yl)ethyl]benzene-1,4-diamine CC1=C(C=CC(=C1)NC=1N=CC=2CCN(CC2C1)C1=C(C2=C(OCCN2)N=C1)C)NCCN1CCOCC1